2-(((2S,4S)-4-((2-((2-cyano-4-cyclopropylphenoxy)methyl)pyrimidin-4-yl)oxy)-2-methylpiperidin-1-yl)methyl)-1-(((S)-oxetan-2-yl)methyl)-1H-benzo[d]imidazole-6-carboxylic acid C(#N)C1=C(OCC2=NC=CC(=N2)O[C@@H]2C[C@@H](N(CC2)CC2=NC3=C(N2C[C@H]2OCC2)C=C(C=C3)C(=O)O)C)C=CC(=C1)C1CC1